4,5-Bis(diphenylphosphino)-9,9-diMethylxanthene C1(=CC=CC=C1)P(C1=CC=CC=2C(C3=CC=CC(=C3OC12)P(C1=CC=CC=C1)C1=CC=CC=C1)(C)C)C1=CC=CC=C1